N1-(1-(3-chloro-2-fluorophenyl)-2,2-difluoroethyl)-N1-cyclopropylethane-1,2-diamine hydrochloride Cl.ClC=1C(=C(C=CC1)C(C(F)F)N(CCN)C1CC1)F